(S)-2-((6-((2-chloropyridin-4-yl)methoxy)-3',6'-dihydro-[2,4'-bipyridin]-1'(2'H)-yl)methyl)-1-(oxetan-2-ylmethyl)-1H-benzo[d]imidazole-6-carboxylic acid ClC1=NC=CC(=C1)COC1=CC=CC(=N1)C=1CCN(CC1)CC1=NC2=C(N1C[C@H]1OCC1)C=C(C=C2)C(=O)O